ethyl (3S)-3-amino-3-(5-bromo-2,3-difluorophenyl)propanoate hydrochloride Cl.N[C@@H](CC(=O)OCC)C1=C(C(=CC(=C1)Br)F)F